(R)-(3-aminopiperidin-1-yl)(1-(1-(cyclopropylmethyl)-1H-indol-2-yl)-8,9-dihydro-7H-6-oxa-2,9a-diaza-benzo[cd]azulen-4-yl)methanone N[C@H]1CN(CCC1)C(=O)C=1C=C2C3=C(N=C(N3CCCO2)C=2N(C3=CC=CC=C3C2)CC2CC2)C1